FC(C1=CN=C(S1)C=1C=CC2=CN(N=C2C1)C1CCC(CC1)CNC(C1=CC(=C(C(=C1)F)O)F)=O)F N-{[(1r,4r)-4-{6-[5-(difluoromethyl)-1,3-thiazol-2-yl]-2H-indazol-2-yl}cyclohexyl]methyl}-3,5-difluoro-4-hydroxybenzamide